NC1=NC(=CC(=C1)CN1CCN(CC1)C(=O)OC(C)(C)C)NC1CCC(CC1)O tert-butyl 4-((2-amino-6-(((1R,4R)-4-hydroxycyclohexyl)amino)pyridin-4-yl)methyl)piperazine-1-carboxylate